C(C)(C)(C)OC(CC1(CCN(CC1)C1=C2CCN(C2=CC=C1)C(=O)OCC1=CC=CC=C1)O)=O benzyl 4-(4-(2-(tert-butoxy)-2-oxoethyl)-4-hydroxypiperidin-1-yl)indoline-1-carboxylate